N,N'-bis(1-phenylethyl)-1,2-ethylenediamine C1(=CC=CC=C1)C(C)NCCNC(C)C1=CC=CC=C1